4,7-dichloroquinolin-2(1H)-one ClC1=CC(NC2=CC(=CC=C12)Cl)=O